(S)-5-(3-((R)-8-chloro-7-fluoro-1-methyl-1,2,4,5-tetrahydro-3H-benzo[d]azepin-3-yl)-3-oxopropyl)-5-cyclopropylimidazolidine-2,4-dione ClC=1C(=CC2=C([C@H](CN(CC2)C(CC[C@@]2(C(NC(N2)=O)=O)C2CC2)=O)C)C1)F